Cl.C(C)OC1=CC(=CC2=CN(N=C12)C)C=1C=CC(=C(C1)C1=C(C=CC=C1)O)C=1N=NC(=CC1)C1CN(C1)CC 5-(7-ethoxy-2-methyl-2H-indazol-5-yl)-2-(6-(1-ethylazetidin-3-yl)pyridazin-3-yl)phenylphenol hydrochloride